Cl.N[C@H]1[C@H](CCCC1)O (1S,2R)-2-aminocyclohexan-1-ol hydrochloride